(2S,4S)-4-(4-fluorophenyl)pyrrolidine FC1=CC=C(C=C1)[C@@H]1CCNC1